FC1=C(C=CC(=C1)OCCCC1CCN(CC1)C(=O)OC1(COC1)C(F)(F)F)CC(=O)O 2-(2-fluoro-4-(3-(1-(((3-(trifluoromethyl)oxetan-3-yl)oxy)carbonyl)piperidin-4-yl)propoxy)phenyl)acetic acid